C(C1=CC=CC=C1)N(C1=CC=C2C(CCC3(CC=4N=C(N=C(C4CO3)N3CCOCCC3)S(=O)(=O)C)C2=C1C#N)C)CC1=CC=CC=C1 7-(Dibenzylamino)-4-methyl-2'-(methylsulfonyl)-4'-(1,4-oxazepan-4-yl)-3,4,5',8'-tetrahydro-2H-spiro[naphthalene-1,7'-pyrano[4,3-d]pyrimidine]-8-carbonitrile